ethyl 1-(4-methoxybenzyl)-4-nitro-1H-pyrazole-3-carboxylate COC1=CC=C(CN2N=C(C(=C2)[N+](=O)[O-])C(=O)OCC)C=C1